C1(=CCCCC1)C=1C(=NN2C1NC(=C(C2=O)C2=CC=C(C=C2)OC)NC2=NC=CC=C2)C2=NC=CC=C2 3-(cyclohex-1-en-1-yl)-6-(4-methoxyphenyl)-2-(pyridin-2-yl)-5-(pyridin-2-ylamino)pyrazolo[1,5-a]pyrimidin-7(4H)-one